BrC1=CN=C(C2=CC=CC=C12)N(C1=CC=CC=C1)C 4-bromo-N-methyl-N-phenylisoquinolin-1-amine